Cl.Cl.Br.Br dihydrobromide, dihydrochloride